NC1=NC=2C=NC(=CC2C2=C1COC2)C(=O)N([C@@H]2CCC1=CC(=CC=C21)OC(F)(F)F)C 4-amino-N-methyl-N-((1R)-5-(trifluoromethoxy)-2,3-dihydro-1H-inden-1-yl)-1,3-dihydrofuro[3,4-c][1,7]naphthyridine-8-carboxamide